1-(3-chlorophenyl)cyclopropane-1-carbaldehyde ClC=1C=C(C=CC1)C1(CC1)C=O